(S)-7-bromo-N-(2-methyl-5-(2-(1-methylpyrrolidin-2-yl)acetamido)pyridin-3-yl)-[1,2,4]triazolo[4,3-a]pyridine-3-carboxamide BrC1=CC=2N(C=C1)C(=NN2)C(=O)NC=2C(=NC=C(C2)NC(C[C@H]2N(CCC2)C)=O)C